trioctyl thiophosphate tridecyl-phosphorothioate C(CCCCCCCCCCCC)OP(O)(O)=S.P(=S)(OCCCCCCCC)(OCCCCCCCC)OCCCCCCCC